(1R,3R)-1-(2,6-difluoro-4-(2-(piperidin-1-yl)ethoxy)phenyl)-2-(2-fluoro-2-methylpropyl)-3-methyl-2,3,4,9-tetrahydro-1H-pyrido[3,4-b]indole FC1=C(C(=CC(=C1)OCCN1CCCCC1)F)[C@H]1N([C@@H](CC2=C1NC1=CC=CC=C21)C)CC(C)(C)F